2-cyclopentyl-N-[(2S)-4-(3,3-difluoropiperidin-1-yl)-1-(1H-1,2,3,4-tetrazol-5-yl)butan-2-yl]-1-[2-(trifluoromethyl)phenyl]-1H-imidazole-4-carboxamide C1(CCCC1)C=1N(C=C(N1)C(=O)N[C@H](CC1=NN=NN1)CCN1CC(CCC1)(F)F)C1=C(C=CC=C1)C(F)(F)F